ClC1=CC=C(C=N1)N(C1=NC=CC2=CC(=CC=C12)F)COCC[Si](C)(C)C N-(6-chloropyridin-3-yl)-6-fluoro-N-((2-(trimethylsilyl)ethoxy)-methyl)isoquinolin-1-amine